N-(6-bromo-3-(2-chloro-5-fluorophenyl)-7-hydroxy-2-(4-methoxybenzyl)-1-oxoisoindol-4-yl)-3-fluoro-5-(trifluoromethyl)benzamide BrC1=CC(=C2C(N(C(C2=C1O)=O)CC1=CC=C(C=C1)OC)C1=C(C=CC(=C1)F)Cl)NC(C1=CC(=CC(=C1)C(F)(F)F)F)=O